C(C)(C)C1=NC(=C(C=C1C=1OC[C@H](N1)C1=CC=CC=C1)C=1OC[C@H](N1)C1=CC=CC=C1)C(C)C (4R,4'R)-2,2'-(2,6-diisopropylpyridine-3,5-diyl)bis(4-phenyl-4,5-dihydrooxazole)